CC=1N=C2NN=CC2=C(N1)CCC=1C(=NC=CN1)CO (3-(2-(3-Methyl-2,4,8,9-tetrazabicyclo[4.3.0]nona-1,3,5,7-tetraen-5-yl)ethyl)-2-pyrazinyl)methanol